NC=1C=C(C=CC1)P(C1=CC(=CC=C1)N)C1=CC(=CC=C1)N Tris(3-aminophenyl)phosphine